C(C)(C)(C)OC(CN1CC2=CC=C(C=C2CC1)[C@@H]1C(NC(CC1)=O)=O)=O.OCC1=CC=C(C=C1)NC(C1=CC=CC=C1)=O |r| N-[4-(hydroxymethyl)phenyl]Benzamide rac-tert-butyl-(R)-2-(6-(2,6-dioxopiperidin-3-yl)-3,4-dihydroisoquinolin-2(1H)-yl)acetate